Cl.FC1=C(OC2CC(C2)N)C=CC=C1F (1r,3r)-3-(2,3-difluorophenoxy)cyclobutane-1-amine hydrochloride